(3-phenyl-3-azabicyclo[3.1.0]hexane-6-yl)-1,2,4-oxadiazole C1(=CC=CC=C1)N1CC2C(C2C1)C1=NOC=N1